FC=1C=NC=2N(C1)C=C(N2)C=O 6-fluoroimidazo[1,2-a]pyrimidine-2-carbaldehyde